ClC=1C=NN(C1C1=CC(=C(N=N1)OC)N(CC1=CC=C(C=C1)C=1N(C=C(N1)C(F)(F)F)C)C)C(C)C 6-(4-chloro-1-isopropyl-1H-pyrazol-5-yl)-3-methoxy-N-methyl-N-(4-(1-methyl-4-(trifluoromethyl)-1H-imidazol-2-yl)benzyl)pyridazin-4-amine